2'-(4-fluorophenyl)-3'-(6-methyl-1H-pyrazolo[3,4-d]pyrimidin-4-yl)-5'H,7'H-spiro[cyclopropane-1,6'-pyrazolo[5,1-b][1,3]oxazine] FC1=CC=C(C=C1)C1=NN2C(OCC3(C2)CC3)=C1C1=C3C(=NC(=N1)C)NN=C3